Cl.NCCC(=O)OC Methyl β-aminopropionate hydrochloride